4-methyl-4-(tert-amylperoxy)-2-pentanol CC(CC(C)O)(C)OOC(C)(C)CC